[K].[Bi] bismuth kalium